C(C)[C@H]1N(C[C@@H](N(C1)C=1C2=C(N(C(N1)=O)C)C=CC(=N2)C#N)C)C(C2=NOC=C2)C2=CC=C(C=C2)F 4-((2s,5r)-5-ethyl-4-((4-fluorophenyl)(isoxazol-3-yl)methyl)-2-methylpiperazin-1-yl)-1-methyl-2-oxo-1,2-dihydropyrido[3,2-d]pyrimidine-6-carbonitrile